Cl.COC=1C=C(C=C(C1CCN1CCC(CC1)OC1CCNCC1)OC)C=1C(=C(C(N(C1)CCC)=O)C)C 5-(3,5-dimethoxy-4-(2-(4-(piperidin-4-yloxy)piperidin-1-yl)ethyl)phenyl)-3,4-dimethyl-1-propylpyridin-2(1H)-one hydrochloride salt